uranyl phosphate hydride hydrate O.[H-].P(=O)([O-])([O-])[O-].[U+2](=O)=O.[U+2](=O)=O